2,2-difluoro-3-(4-(1-Boc-6-fluoro-1H-indol-3-yl)furan-2-yl)-3-hydroxypropionic acid ethyl ester C(C)OC(C(C(O)C=1OC=C(C1)C1=CN(C2=CC(=CC=C12)F)C(=O)OC(C)(C)C)(F)F)=O